C(C)(=O)N(C(=NC(C)=O)C1=NNC=C1C(F)(F)F)C N,N'-bisacetyl-N-methyl-4-trifluoromethyl-pyrazolecarboxamidine